CN1CC2=NC(=C(C=C2C1)C(=O)NC1=CC(=C(C=C1)C)C(F)(F)F)C1=CC=C(C=C1)[N+](=O)[O-] 6-methyl-N-[4-methyl-3-(trifluoromethyl)phenyl]-2-(4-nitrophenyl)-5,7-dihydropyrrolo[3,4-b]pyridine-3-carboxamide